COC(=O)C1C2(CCC(C1)C2)C2=NC(=NC=C2)Cl (2-Chloropyrimidin-4-yl)bicyclo[2.2.1]heptane-2-carboxylic acid methyl ester